C(C)S(=O)(=O)C=1C(=NC(=NC1)N1N=CN=C1)C=1N(C(=CN1)C1=CC=C(C=C1)C(F)(F)F)C 5-(ethylsulfonyl)-4-(1-methyl-5-(4-(trifluoromethyl)phenyl)-1H-imidazol-2-yl)-2-(1H-1,2,4-triazol-1-yl)pyrimidine